(Z)-2-(7-bromo-2-oxoindoline-3-ylidene)-N-(3-nitrophenyl)hydrazinecarbothioamide BrC=1C=CC=C2/C(/C(NC12)=O)=N/NC(NC1=CC(=CC=C1)[N+](=O)[O-])=S